C(C)OC(=O)C1=NC2=CC(=CC=C2N=C1Cl)F.C(CCCCC)C(CC=1C=C(SC1)[Sn](CCCC)(CCCC)CCCC)CCCCCCCC (4-(2-hexyldecyl)thiophen-2-yl)tributylstannane ethyl-3-chloro-7-fluoroquinoxaline-2-carboxylate